(S)-3-bromo-5-((3-(trifluoromethyl)phenyl)sulfonyl)-6,6a,7,8,9,10-hexahydro-5H-pyrazino[1,2-a]pyrido[3,2-e]pyrazine BrC1=CC=2N(C[C@H]3N(C2N=C1)CCNC3)S(=O)(=O)C3=CC(=CC=C3)C(F)(F)F